2-(2-(1-(Cyclopropylsulfonyl)-1H-pyrazol-4-yl)pyrimidin-4-yl)-N4-(4-((dimethylamino)methyl)benzyl)-5-((1-(2-fluoroethyl)-1H-pyrazol-4-yl)ethynyl)pyridine-2,4-diamine C1(CC1)S(=O)(=O)N1N=CC(=C1)C1=NC=CC(=N1)C1(NC=C(C(=C1)NCC1=CC=C(C=C1)CN(C)C)C#CC=1C=NN(C1)CCF)N